Methyl 5-Amino-2-(benzyloxycarbonylamino)hexanoate HCl Salt Cl.NC(CCC(C(=O)OC)NC(=O)OCC1=CC=CC=C1)C